[Cu].[Mg].[Fe] iron-magnesium-copper